[3-[2-[(2S,3R)-3-fluoro-2-methyl-azetidin-1-yl]-6,7-dihydro-5H-cyclopenta[d]pyrimidin-4-yl]phenyl]methanamine F[C@H]1[C@@H](N(C1)C=1N=C(C2=C(N1)CCC2)C=2C=C(C=CC2)CN)C